C1(=CC=C(C=C1)C1=NC(=CC(=N1)C1=C(C=CC=C1)C=1C=C2C=3C=CC(=CC3C3(C2=CC1)CCCCC3)C#N)C3=CC=CC=C3)C3=CC=CC=C3 6'-(2-(2-([1,1'-biphenyl]-4-yl)-6-phenylpyrimidin-4-yl)phenyl)spiro[cyclohexane-1,9'-fluorene]-2'-carbonitrile